FC(C(=O)O)(F)F.N1CCC(CC1)N1N=CC2=C(C=CC=C12)N1C(NC(CC1)=O)=O 1-(1-(piperidin-4-yl)-1H-indazol-4-yl)dihydropyrimidine-2,4(1H,3H)-dione trifluoroacetate